oxetanyl-(oxetane) O1C(CC1)C1OCC1